vinyl-bis(4,5,6,7-tetrahydro-1-indenyl)zirconium dichloride [Cl-].[Cl-].C(=C)[Zr+2](C1C=CC=2CCCCC12)C1C=CC=2CCCCC12